(R)-6-[1-(2-chloro-6-fluoro-phenyl)-piperidin-4-yl]-2-cyclopropyl-7-methyl-4-(2-trifluoromethyl-benzyl)-2,4,6,7-tetrahydro-pyrazolo[4,3-d]pyrimidin-5-one ClC1=C(C(=CC=C1)F)N1CCC(CC1)N1C(N(C=2C([C@H]1C)=NN(C2)C2CC2)CC2=C(C=CC=C2)C(F)(F)F)=O